tetrahexylammonium bis(trifluoromethanesulfonyl)imide salt [N-](S(=O)(=O)C(F)(F)F)S(=O)(=O)C(F)(F)F.C(CCCCC)[N+](CCCCCC)(CCCCCC)CCCCCC